methyl 1-hydroxy-3-(4-methoxyphenyl)-1,3-dihydrobenzo[c][1,2]oxaborole-3-carboxylate OB1OC(C2=C1C=CC=C2)(C(=O)OC)C2=CC=C(C=C2)OC